C(CC(C)C)N1CCC2(OC3(CC3)C(N(C2)C(C)C)=O)CC1 8-isopentyl-12-isopropyl-4-oxa-8,12-diazadispiro[2.1.5.3]tridecan-13-one